dibenzyl ((4-carbamoyl-1-(4-(3-fluoro-5-(trifluoromethyl) benzyl) pyridin-2-yl)-3-methyl-1H-pyrazol-5-yl) methyl) phosphate P(=O)(OCC1=CC=CC=C1)(OCC1=CC=CC=C1)OCC1=C(C(=NN1C1=NC=CC(=C1)CC1=CC(=CC(=C1)C(F)(F)F)F)C)C(N)=O